1-{[rel-(2R,3S)-3-(2-chlorophenyl)-2-(2,4-difluorophenyl)oxiran-2-yl]methyl}-1H-1,2,4-triazol-5-ylsulfan ClC1=C(C=CC=C1)[C@H]1[C@@](O1)(C1=C(C=C(C=C1)F)F)CN1N=CN=C1S |o1:7,8|